(2r,4r)-N-((S)-1-(((3-chloro-1H-indol-5-yl)methyl)amino)-1-oxopropan-2-yl)-4-phenylpyrrolidine-2-carboxamide ClC1=CNC2=CC=C(C=C12)CNC([C@H](C)NC(=O)[C@@H]1NC[C@H](C1)C1=CC=CC=C1)=O